[Eu].[Te].[Bi] bismuth-tellurium europium